COC=1N=NC=CC1 3-methoxypyridazine